N1(C=NC=C1)CC1=CC(=CC=C1)CN1C=NC=C1 1,3-di((1H-imidazolyl)-methyl)benzene